O1C=CC2=C1C=CC(=C2)S(=O)(=O)N2CC1=C(C2)CN(C1)C(C(C)OC1=CC=C(C=C1)F)=O 1-[5-(1-Benzofuran-5-sulfonyl)-1H,2H,3H,4H,5H,6H-pyrrolo[3,4-c]pyrrol-2-yl]-2-(4-fluorophenoxy)propan-1-one